N-(1-((4-fluorophenyl)sulfonyl)-1,2,3,4-tetrahydroquinolin-6-yl)butane-1-sulfonamide FC1=CC=C(C=C1)S(=O)(=O)N1CCCC2=CC(=CC=C12)NS(=O)(=O)CCCC